3-(5-(4-((2,3-dihydrospiro[indene-1,4'-piperidin]-1'-yl)methyl)pyridin-2-yl)-1-oxoisoindolin-2-yl)piperidine-2,6-dione N1(CCC2(CC1)CCC1=CC=CC=C12)CC1=CC(=NC=C1)C=1C=C2CN(C(C2=CC1)=O)C1C(NC(CC1)=O)=O